4-((2R,5S)-5-((3-cyanophenoxy)methyl)-2-(trifluoromethyl)oxazolidin-3-yl)-2-(trifluoromethyl)benzonitrile C(#N)C=1C=C(OC[C@@H]2CN([C@H](O2)C(F)(F)F)C2=CC(=C(C#N)C=C2)C(F)(F)F)C=CC1